5-((2-(trimethylsilyl)ethoxy)methyl)-5H-pyrrole C[Si](CCOCC1C=CC=N1)(C)C